methyl (S)-2-(2-(1H-pyrazol-1-yl)ethyl)-3-(2-((S)-3-carbamoylpyrrolidin-1-yl)ethyl)-7-methyl-3,7,8,9-tetrahydro-6H-imidazo[4,5-f]quinoline-6-carboxylate N1(N=CC=C1)CCC=1N(C=2C(=C3CC[C@@H](N(C3=CC2)C(=O)OC)C)N1)CCN1C[C@H](CC1)C(N)=O